BrC1=CC=C(C(=O)O)C=C1 (14S)-4-Bromobenzoic acid